ClC=1C(=NN(C1NC(=O)N[C@@H]1CN(C[C@H]1C1=CC(=CC(=C1)F)F)CCOC)C1=CC=CC=C1)C1=CC=CC=C1 1-(4-chloro-1,3-diphenyl-1H-pyrazol-5-yl)-3-((3s,4r)-4-(3,5-difluorophenyl)-1-(2-methoxyethyl)pyrrolidin-3-yl)urea